ClC1=CC(=C(N=N1)OCCN1CCCC1)NCC1=C(C=C(C=C1)OC)OC 6-chloro-N-[(2,4-dimethoxyphenyl)methyl]-3-[2-(pyrrolidin-1-yl)ethoxy]pyridazin-4-amine